C(=C)C1C2CC(N(C1)CC2)C(O)C2=CC=NC1=CC=C(C=C21)OC (2-vinyl-4-azabicyclo[2.2.2]oct-5-yl)-(6-methoxyquinolin-4-yl)-methanol